Cl.Cl.C(C#CCN)N but-2-yne-1,4-diamine dihydrochloride